4-[(2-{4-[5-chloro-2-(1H-tetrazol-1-yl)phenyl]-5-methoxy-2-oxopyridin-1(2H)-yl}-4-methoxy-butyryl)amino]-2-fluorobenzamide ClC=1C=CC(=C(C1)C1=CC(N(C=C1OC)C(C(=O)NC1=CC(=C(C(=O)N)C=C1)F)CCOC)=O)N1N=NN=C1